CNC1=CC=CC=C1C(=O)OC METHYL METHYLANTHRANILATE